sodium N-lauroyl-L-cysteinate C(CCCCCCCCCCC)(=O)N[C@@H](CS)C(=O)[O-].[Na+]